bis(4-aminophenoxy)dimethylsilane NC1=CC=C(O[Si](C)(C)OC2=CC=C(C=C2)N)C=C1